4-chloro-N-[(1S)-1-{3-[4-(difluoromethyl)phenyl]-1,2,4-oxadiazol-5-yl}-2-hydroxyethyl]benzamide ClC1=CC=C(C(=O)N[C@@H](CO)C2=NC(=NO2)C2=CC=C(C=C2)C(F)F)C=C1